quinoxaline-2-carboxylic acid [1-benzyl-4-(4,4-difluoro-1-hydroxy-cyclohexyl)-2-hydroxy-4-hydroxycarbamoyl-butyl]amide C(C1=CC=CC=C1)C(C(CC(C(NO)=O)C1(CCC(CC1)(F)F)O)O)NC(=O)C1=NC2=CC=CC=C2N=C1